3-(tert-butylsulfanyl)-1-(4-chlorobenzyl)-5-methoxy-2-(2-methyl-2-(1-methyl-1H-tetrazol-5-yl)propyl)-1H-indole C(C)(C)(C)SC1=C(N(C2=CC=C(C=C12)OC)CC1=CC=C(C=C1)Cl)CC(C)(C1=NN=NN1C)C